ClC=1C(N(C(=CC1OC([2H])([2H])C1=NC=C(C=C1F)F)C)C1=CC(=NC=C1C)C1=NC(=NC=C1)C(C)(C)NC(C)=O)=O N-(2-(4-(3-chloro-4-((3,5-difluoropyridin-2-yl)methoxy-d2)-5',6-dimethyl-2-oxo-2H-[1,4'-bipyridin]-2'-yl)pyrimidin-2-yl)propan-2-yl)acetamide